BrC=1C=CC(=C(C1)N)N=NC1=CC=C(C=C1)C=1C=NC=CC1 5-bromo-2-{4-(pyridin-3-yl)phenylazo}phenylamine